1-(1,2-Difluoro-2-methylpropyl)-N-(2-fluoro-4-methyl-5-(8-morpholinoimidazo[1,2-a]pyridin-6-yl)phenyl)-1H-pyrazole-4-carboxamide FC(C(C)(C)F)N1N=CC(=C1)C(=O)NC1=C(C=C(C(=C1)C=1C=C(C=2N(C1)C=CN2)N2CCOCC2)C)F